C(#N)C=1C=C(C=CC1)N1N=C(C=C1C(=O)NC1=CC(=CC=C1)C(C=1C=NC=CC1)OCC1CC1)C(F)(F)F 1-(3-cyanophenyl)-N-(3-((cyclopropylmethoxy)(pyridin-3-yl)methyl)-phenyl)-3-(trifluoromethyl)-1H-pyrazole-5-carboxamide